C[C@@H]1[C@H]([C@@H](CC1)[C@H](C=O)C)C=O (1R,2S,5S)-2-Methyl-5-((R)-1-oxopropan-2-yl)-cyclopentanecarbaldehyde